3-chloro-6-(3-fluorophenyl)-4-methylpyridazine ClC=1N=NC(=CC1C)C1=CC(=CC=C1)F